triethoxypropyl-silane tert-Butyl-(4-(2-(dimethylamino)ethoxy)-2-methylphenyl)(3-methyl-2-oxo-1-(tetrahydro-2H-pyran-4-yl)-2,3-dihydro-1H-imidazo[4,5-c]pyridin-6-yl)carbamate C(C)(C)(C)OC(N(C1=CC2=C(C=N1)N(C(N2C2CCOCC2)=O)C)C2=C(C=C(C=C2)OCCN(C)C)C)=O.C(C)OC(CC[SiH3])(OCC)OCC